piperazine-1,4-dicarboxylic acid 4-benzyl 1-(tert-butyl) ester C(C)(C)(C)OC(=O)N1CCN(CC1)C(=O)OCC1=CC=CC=C1